4,9-Dihydro-3H-pyrido[3,4-b]indole C1=NCCC2=C1NC1=CC=CC=C21